(2-CHLORO-8-METHOXY-3-QUINOLINYL)-BORONIC ACID ClC1=NC2=C(C=CC=C2C=C1B(O)O)OC